1-(1-(Tert-Butoxycarbonyl)-7-methoxy-1,2,3,4-tetrahydroquinolin-6-yl)-6-chloro-1H-pyrazolo[4,3-c]pyridine-3-carboxylic acid C(C)(C)(C)OC(=O)N1CCCC2=CC(=C(C=C12)OC)N1N=C(C=2C=NC(=CC21)Cl)C(=O)O